2-{6-[(3R)-3-[(cyclopropylmethyl)amino]pyrrolidin-1-yl]pyridazin-3-yl}-5-(6-methoxypyrimidin-4-yl)phenol C1(CC1)CN[C@H]1CN(CC1)C1=CC=C(N=N1)C1=C(C=C(C=C1)C1=NC=NC(=C1)OC)O